1,1,1-propanetriamine C(CC)(N)(N)N